(1S)-6-chloro-1-[(1,3-dioxan-5-yl)methyl]-2-[4-methoxy-6-(trifluoromethyl)-1,3,5-triazin-2-yl]-2,3,4,9-tetrahydro-1H-pyrido[3,4-b]indole ClC=1C=C2C3=C(NC2=CC1)[C@@H](N(CC3)C3=NC(=NC(=N3)OC)C(F)(F)F)CC3COCOC3